C(#N)C1=C2C=C(C=NC2=NC(=C1)C1=CC2=CN(N=C2C(=C1OCOC)C)C)N1C[C@@H](N([C@H](C1)C)C(=O)OC(C)(C)C)C tert-butyl (2S,6S)-4-{5-cyano-7-[6-(methoxymethoxy)-2,7-dimethylindazol-5-yl]-1,8-naphthyridin-3-yl}-2,6-dimethylpiperazine-1-carboxylate